(S)-3-tert-butyloxycarbonylaminopiperidine C(C)(C)(C)OC(=O)N[C@@H]1CNCCC1